CC(CCCCC)C(C(=O)[O-])(C(=O)[O-])C.[Na+].[Na+] Sodium 2-(hept-2-yl)-2-methylpropanedioate